propenylalcohol C(=CC)O